N-[(S)-(4,4-Difluorocyclohexyl)-[6-[(1R)-1-(4,4,4-trifluorobutanoylamino)ethyl]-1H-benzimidazol-2-yl]methyl]-3-(2,2-difluoroethyl)triazole-4-carboxamide FC1(CCC(CC1)[C@H](NC(=O)C=1N(N=NC1)CC(F)F)C1=NC2=C(N1)C=C(C=C2)[C@@H](C)NC(CCC(F)(F)F)=O)F